N1=C2C(=NC=C1)NCC(C2)CNC(OC(C)(C)C)=O tert-butyl ((5,6,7,8-tetrahydropyrido[2,3-b]pyrazin-7-yl)methyl)carbamate